N-(4-(4-amino-5-(4-(cyclobutylamino)-3-methoxyphenyl)pyrazolo[5,1-f][1,2,4]triazin-6-yl)phenyl)acrylamide NC1=NC=NN2C1=C(C(=N2)C2=CC=C(C=C2)NC(C=C)=O)C2=CC(=C(C=C2)NC2CCC2)OC